8-bromo-N-{[5-(4-chlorophenyl)-4H-1,2,4-triazol-3-yl]methyl}-2-(morpholin-4-yl)pyrazolo[1,5-a][1,3,5]triazin-4-amine BrC=1C=NN2C1N=C(N=C2NCC2=NN=C(N2)C2=CC=C(C=C2)Cl)N2CCOCC2